3-(3,4-Dihydroxyphenyl)-1-[2-hydroxy-4-[3,4,5-trihydroxy-6-(hydroxymethyl)oxan-2-yl]oxyphenyl]prop-2-en-1-one OC=1C=C(C=CC1O)C=CC(=O)C1=C(C=C(C=C1)OC1OC(C(C(C1O)O)O)CO)O